NC1=CC=C(C=C1)NC1=NC(=NC=C1F)NC1=CC=C(C=C1)OCCOC N4-(4-aminophenyl)-5-fluoro-N2-(4-(2-methoxyethoxy)phenyl)pyrimidine-2,4-diamine